[4-[6-chloro-4-(2,2-dimethylpropylsulfonyl)-2-pyridyl]piperazin-1-yl]-(2-chloro-4-fluoro-phenyl)methanone ClC1=CC(=CC(=N1)N1CCN(CC1)C(=O)C1=C(C=C(C=C1)F)Cl)S(=O)(=O)CC(C)(C)C